(Z)-1-(4-(2-methyl-5-(trifluoromethyl)phenyl)piperazine-1-yl)-3-(3-(pentafluoro-λ6-sulfaneyl)phenyl)prop-2-en-1-one CC1=C(C=C(C=C1)C(F)(F)F)N1CCN(CC1)C(\C=C/C1=CC(=CC=C1)S(F)(F)(F)(F)F)=O